ClC=1C=C(C=CC1Cl)C=1N=C(SC1CC(C)C)NCC(C(=O)OC)CCCCN(C)C methyl 2-((4-(3,4-dichlorophenyl)-5-isobutylthiazol-2-ylamino)methyl)-6-(dimethylamino)hexanoate